benzyl N-[(7S,10S)-7-amino-2,2-dimethyl-4,8,11-trioxo-10-(prop-2-yl)-9-aza-3-oxaundec-11-yl]-L-alaninate N[C@@H](CCC(OC(C)(C)C)=O)C(N[C@H](C(=O)N[C@@H](C)C(=O)OCC1=CC=CC=C1)C(C)C)=O